1-isopropyl-4-methyl-2-((2-pentylcyclopentylidene)methoxy)benzene C(C)(C)C1=C(C=C(C=C1)C)OC=C1C(CCC1)CCCCC